C(C1=CC=CC=C1)OC1=C2C3=C(NC2=CC=C1)C=NC(=C3COC)C(=O)N(C)C 5-(benzyloxy)-4-(methoxymethyl)-N,N-dimethyl-9H-pyrido[3,4-b]indole-3-carboxamide